tetrazine cobalt [Co].N1=NN=NC=C1